methylpyridine-3-carboxylic acid CC1=NC=CC=C1C(=O)O